C(C1=CC=CC=C1)C=1N(C=2C(=C3CC[C@@H](N(C3=CC2)C(=O)OC)C)N1)[C@H]1CC[C@H](CC1)C cis-4-[(7S)-2-Benzyl-6-(methoxycarbonyl)-7-methyl-3H,6H,7H,8H,9H-imidazo[4,5-f]chinolin-3-yl]-1-methylcyclohexan